C[C@@H]1CC(NC=2N=CN=C(C21)N2CCNCC2)=O (R)-5-methyl-4-(piperazin-1-yl)-5,6-dihydropyrido[2,3-d]pyrimidin-7(8H)-one